N'-[5-bromo-6-(4-isopropylcyclohexyloxy)-2-methyl-3-pyridinyl]-N-ethyl-N-methylmethylformamidine BrC=1C=C(C(=NC1OC1CCC(CC1)C(C)C)C)N=C(N(C)CC)C